ClC1=CC(=NC(=C1)C(F)(F)F)[C@@]1(CC(=NO1)C1=CC(=C(C(=O)N[C@@H]2C[C@@H](C2)C(F)(F)F)C=C1)C)C(F)(F)F 4-((S)-5-(4-chloro-6-(trifluoromethyl)pyridin-2-yl)-5-(trifluoromethyl)-4,5-dihydroisoxazol-3-yl)-2-methyl-N-((cis)-3-(trifluoromethyl)cyclobutyl)benzamide